C(CC)OC(NC1=CC(=C(C=C1)OCC)C(NCC1=CC(=CC=C1)C=1SC=CN1)=O)=O (4-ethoxy-3-((3-(thiazol-2-yl)benzyl)carbamoyl)phenyl)carbamic acid propyl ester